BrC=1C(=NC(=NC1)C(C(=O)OC(C)(C)C)C(=O)OC)COC 1-(tert-butyl) 3-methyl 2-(5-bromo-4-(methoxymethyl)pyrimidin-2-yl)malonate